2-methylbut-2-enedioic acid diethyl ester C(C)OC(C(=CC(=O)OCC)C)=O